N4-[2-(6-methyl-2-pyridyl)pyrimidin-4-yl]-N2-[4-[[(2S)-pyrrolidin-2-yl]methylamino]phenyl]pyrimidine-2,4-diamine CC1=CC=CC(=N1)C1=NC=CC(=N1)NC1=NC(=NC=C1)NC1=CC=C(C=C1)NC[C@H]1NCCC1